N-(2-((5-cyano-4-((2-isopropoxyphenyl)amino)pyrimidin-2-yl)amino)-4-methyl-5-(4-morpholinopiperidin-1-yl)phenyl)acrylamide C(#N)C=1C(=NC(=NC1)NC1=C(C=C(C(=C1)C)N1CCC(CC1)N1CCOCC1)NC(C=C)=O)NC1=C(C=CC=C1)OC(C)C